methyl 3-(2-bromo-4-methyl-3-thienyl)-2-[tert-butoxycarbonyl(methyl)amino]propanoate BrC=1SC=C(C1CC(C(=O)OC)N(C)C(=O)OC(C)(C)C)C